FCC1CN(C1)CCC=1C(=CC(N(C1)C(C(=O)O)CC(C)C)=O)C(F)(F)F 2-(5-(2-(3-(fluoromethyl)azetidin-1-yl)ethyl)-2-oxo-4-(trifluoromethyl)pyridin-1(2H)-yl)-4-methylpentanoic acid